N,N-bis(2,4-dimethoxybenzyl)-2-methoxy-5-(2-methyl-1-morpholinopropan-2-yl)benzenesulfonamide COC1=C(CN(S(=O)(=O)C2=C(C=CC(=C2)C(CN2CCOCC2)(C)C)OC)CC2=C(C=C(C=C2)OC)OC)C=CC(=C1)OC